FC1=C(C(=CC=C1)C)N1N=C2C(=CC1=O)NN=C2C2=CC=C(C=C2)N2CCN(CC2)C 5-(2-Fluoro-6-methylphenyl)-3-(4-(4-methylpiperazin-1-yl)phenyl)-1H-pyrazolo[4,3-c]pyridazin-6(5H)-on